NC1=C(C=C2C(=N1)C(C=1C(=CC=CC1O2)Cl)=O)OC2=CC=C(C=C2)N2CCC(CC2)C=O 1-(4-((2-amino-9-chloro-10-oxo-10H-chromeno[3,2-b]pyridin-3-yl)oxy)phenyl)piperidine-4-carbaldehyde